N[C@H]1[C@@H](C1)C1=CC=C(C=C1)NC(C1=CC=C(C=C1)C=C)=O trans-N-(4-(2-aminocyclopropyl)phenyl)-4-vinylbenzamide